C(C1=CC=CC=C1)OC(=O)N[C@@H](C(=O)OC1CC1)CNC(=O)OC(C)(C)C (R)-cyclopropyl 2-(((benzyloxy)carbonyl)amino)-3-((tert-butoxycarbonyl)amino)propanoate